CN(C)CC1COC2=C(O1)C=CC(=C2)NC2=NC=CC(=N2)NC=2C(=NC1=CC=CC=C1C2)C(=O)N 3-((2-((2-((dimethylamino)methyl)-2,3-dihydrobenzo[b][1,4]dioxin-6-yl)amino)pyrimidin-4-yl)amino)quinoline-2-carboxamide